1,2-dimercaptopropyl methyl ether COC(C(C)S)S